(6-chlorofuro[3,2-b]pyridin-2-yl)-trimethyl-silane ClC=1C=C2C(=NC1)C=C(O2)[Si](C)(C)C